SC1=CC(=C(C(=C1)C(C)C)O)C(C)C 4-mercapto-2,6-diisopropylphenol